FC=1C=C2C(C(NC2=CC1)=O)(CC1=CC=C(C=C1)C1=NOC(=N1)C(F)(F)F)C 5-fluoro-3-methyl-3-{4-[5-(trifluoromethyl)-1,2,4-oxadiazol-3-yl]benzyl}-1,3-dihydro-2H-indol-2-one